magnesium silicate salt [Si]([O-])([O-])([O-])[O-].[Mg+2].[Mg+2]